[Cl-].OC(C[N+](C)(C)C)C 2-hydroxy-N,N,N-trimethyl-1-propanaminium chloride